5-methyl-1-azabicyclo[2.2.2]octan-3-one hydrochloride Cl.CC1C2C(CN(C1)CC2)=O